C/C=1/CCC2C(CC2C(CC\C1)=C)(C)C (Z)-4,11,11-trimethyl-8-methylenebicyclo[7.2.0]undec-4-ene